octadecanedioic acid-mono-tert-butyl ester C(C)(C)(C)OC(CCCCCCCCCCCCCCCCC(=O)O)=O